COC1CCN(CC1)C1=NC=CC(=N1)NC=1N=CC2=C(C=CC(=C2C1)[C@@H]1N(CCCCC1)C(C=C)=O)N1C([C@@H]([C@H]1C)CS(=O)(=O)C)(C)C 1-((R)-2-(3-((2-(4-methoxypiperidin-1-yl)pyrimidin-4-yl)amino)-8-((3R,4R)-2,2,4-trimethyl-3-((methylsulfonyl)methyl)azetidin-1-yl)isoquinolin-5-yl)azepan-1-yl)prop-2-en-1-one